tert-butyl 2-[5-amino-4-(4-fluorophenyl)-1H-pyrazol-3-yl]morpholine-4-carboxylate NC1=C(C(=NN1)C1CN(CCO1)C(=O)OC(C)(C)C)C1=CC=C(C=C1)F